C[C@@]1(COC[C@H]1O)O cis-3-methyltetrahydrofuran-3,4-diol